CN1CCC(CC1)CN1N=CC(=C1)C=1C=NC=2C=CC=C(C2N1)C#N 3-(1-((1-methylpiperidin-4-yl)methyl)-1H-pyrazol-4-yl)quinoxaline-5-carbonitrile